ClC1=CC2=C(SC=C2C(=O)N[C@@H]2CCO[C@]23O[C@@H]([C@@H]([C@@H]([C@H]3O)N3N=NC(=C3)C3=CC(=C(C(=C3)F)F)F)O)CO)C=C1 5-chloro-N-((4R,5S,7R,8R,9S,10R)-8,10-dihydroxy-7-(hydroxymethyl)-9-(4-(3,4,5-trifluorophenyl)-1H-1,2,3-triazol-1-yl)-1,6-dioxaspiro[4.5]decan-4-yl)benzo[b]thiophene-3-carboxamide